(S*)-N5-(3,3-diethoxypropyl)-3-ethyl-N7-methyl-3-phenyl-2,3-dihydrobenzofuran-5,7-dicarboxamide C(C)OC(CCNC(=O)C=1C=C(C2=C([C@@](CO2)(C2=CC=CC=C2)CC)C1)C(=O)NC)OCC |o1:14|